Cl.Cl.BrC1=CC=C2C(=CN(C2=C1)CCC[C@H]1NCCC[C@@H]1O)C(=O)OC methyl 6-bromo-1-(3-((2R,3S)-3-hydroxypiperidin-2-yl) propyl)-1H-indole-3-carboxylate dihydrochloride